BrC1=CC=C2C(=NC=NC2=C1)NC(CCC(C)(C)C)C1=NN=NN1C(C)(CC(C)(C)C)C 7-Bromo-N-(4,4-dimethyl-1-(1-(2,4,4-trimethylpentan-2-yl)-1H-tetrazol-5-yl)pentyl)quinazolin-4-amine